NC1=CC(=C(C=C1OC)N1CCC(CC1)N1CCN(CC1)CC1(CCN(CC1)C=1C=C2C(N(C(C2=CC1)=O)C1C(NC(CC1)=O)=O)=O)F)C=1C=NN(C1)C 5-(4-((4-(1-(4-amino-5-methoxy-2-(1-methyl-1H-pyrazol-4-yl)phenyl)piperidine-4-yl)piperazin-1-yl)methyl)-4-fluoropiperidin-1-yl)-2-(2,6-dioxopiperidin-3-yl)isoindoline-1,3-Dione